Uridine-diphosphate P(O)(=O)(OP(=O)(O)O)OC[C@@H]1[C@H]([C@H]([C@@H](O1)N1C(=O)NC(=O)C=C1)O)O